2-[(1S)-1-(3-ethoxy-4-methoxyphenyl)-2-methylsulfonylethyl]-5-[1-(4-piperidylmethyl)-4-piperidyl]isoindoline-1,3-dione C(C)OC=1C=C(C=CC1OC)[C@@H](CS(=O)(=O)C)N1C(C2=CC=C(C=C2C1=O)C1CCN(CC1)CC1CCNCC1)=O